N1N=NC2=C1C=CC(=C2)CN2C(C1=CC=C(C=C1C2CC2=C(C=NN2C)Cl)C(C)(C)OC)=O 2-((1H-benzo[d][1,2,3]triazol-5-yl)methyl)-3-((4-chloro-1-methyl-1H-pyrazol-5-yl)methyl)-5-(2-methoxypropan-2-yl)isoindolin-1-one